4-(chloromethyl)-1,3-dioxolane-2-thione ClCC1OC(OC1)=S